2-((((9H-fluoren-9-yl)methoxy)carbonyl)amino)-3-morpholinopropanoic acid C1=CC=CC=2C3=CC=CC=C3C(C12)COC(=O)NC(C(=O)O)CN1CCOCC1